[Cu].[Ag].[Cu] copper-silver-copper